C(C1=CC=CC=C1)C=1C(=C(C=CC1)F)F benzyl-1,2-difluorobenzene